(S)-2-amino-5-(4-chlorophenyl)-4-oxo-4,5-dihydrofuran-3-yl-5-d 2-methylpropane-1-sulfonate CC(CS(=O)(=O)OC1=C(O[C@@](C1=O)([2H])C1=CC=C(C=C1)Cl)N)C